OC=1C=C2C(C=C(C(C2=CC1C)=O)C(C)C)=O 6-hydroxy-2-isopropyl-7-methyl-1,4-naphthoquinone